S1C(=NC=C1)NC(=O)C1=NC(=CN=C1)C1=CC=C(C=C1)C(F)(F)F N-(thiazol-2-yl)-6-(4-(trifluoromethyl)phenyl)pyrazine-2-carboxamide